3-[[5-[5-(difluoromethyl)-1,3,4-oxadiazol-2-yl]-2-pyridinyl]methyl]-5-[4-(piperazin-1-ylmethyl)phenyl]-1,3,4-oxadiazol-2-one FC(C1=NN=C(O1)C=1C=CC(=NC1)CN1C(OC(=N1)C1=CC=C(C=C1)CN1CCNCC1)=O)F